(((S)-1-methylpyrrolidin-2-yl)methoxy)-7-(thiochroman-8-yl)quinoline-3-carbonitrile CN1[C@@H](CCC1)COC1=NC2=CC(=CC=C2C=C1C#N)C=1C=CC=C2CCCSC12